NC1=C2N=C(N(C2=NC=N1)[C@H]1CC[C@@H](O1)CO)Br (2R,3S,5R)-5-(6-amino-8-bromo-9H-purin-9-yl)-2-(hydroxymethyl)tetrahydrofuran